CC1(CN(CCN1C(=O)C1=CNC(C=C1)=O)[C@H](C(=O)NC=1SC(=NN1)OC1=CC=C(C=C1)F)C)C (S)-2-(3,3-dimethyl-4-(6-oxo-1,6-dihydropyridine-3-carbonyl)piperazin-1-yl)-N-(5-(4-fluorophenoxy)-1,3,4-thiadiazol-2-yl)propanamide